5-Amino-levulinic acid NCC(CCC(=O)O)=O